O=C1NC(CCC1N1C(C2=CC=C(C=C2C1=O)OCC(=O)NCC1C(C1)C(=O)O)=O)=O 2-[(2-[[2-(2,6-dioxopiperidin-3-yl)-1,3-dioxoisoindol-5-yl]oxy]acetamido)methyl]cyclopropane-1-carboxylic acid